CC1=C(C=C(C=C1)F)B(O)O 2-Methyl-5-fluorophenylboronic acid